3-iodo-2-propynyl n-butylcarbamate C(CCC)NC(OCC#CI)=O